CC1=CC=2N(C=C1)C=NC2C(=O)O 7-methylimidazo[1,5-a]pyridine-1-carboxylic acid